CN1C(C2=C(C(=C1)N1C(CCC1C1=CC=C(C=C1)C)=O)C=C(N2)C=2C=NN(C2)C)=O 6-methyl-2-(1-methyl-1H-pyrazol-4-yl)-4-(2-oxo-5-(p-tolyl)pyrrolidin-1-yl)-1,6-dihydro-7H-pyrrolo[2,3-c]pyridin-7-one